C1(=CC=CC=C1)C(CB(O)O)CN(CC1=CC=CC=C1)CC1=CC=CC=C1.FC(F)(F)C1=C(C(=C(OC2=C(C=CC=C2)OC2=C(C(=C(C=C2)C(F)(F)F)C(=O)O)C(=O)O)C=C1)C(=O)O)C(=O)O bis{(trifluoromethyl)dicarboxyphenoxy}benzene 2-phenyl-3-(N,N-dibenzylamino)-1-propylboronate